COC([C@@H]([C@H](C(C)C)O)C)=O (2R,3S)-3-hydroxy-2,4-dimethyl-pentanoic acid methyl ester